2,3,4,6-tetra(9H-carbazol-9-yl)-5-(pyridin-3-yl)benzonitrile C1=CC=CC=2C3=CC=CC=C3N(C12)C1=C(C#N)C(=C(C(=C1N1C2=CC=CC=C2C=2C=CC=CC12)N1C2=CC=CC=C2C=2C=CC=CC12)C=1C=NC=CC1)N1C2=CC=CC=C2C=2C=CC=CC12